tert-butyl-(2-(tert-butyl) phenoxy) acetate C(C)(=O)OOC1=C(C(=CC=C1)C(C)(C)C)C(C)(C)C